1-(2-hydroxy-3-(pent-3-yl)phenyl)ethan-1-one OC1=C(C=CC=C1C(CC)CC)C(C)=O